4-(4-Methylpiperazin-1-yl)pyridazin-3-amine CN1CCN(CC1)C1=C(N=NC=C1)N